2,2'-thiobis[4-methyl-6-tert-butylphenyl] phosphate P1(=O)(OC2=C(C=C(C=C2C(C)(C)C)C)SC2=C(C(=CC(=C2)C)C(C)(C)C)O1)[O-]